BrC1=NN(C=C1I)C1OCCCC1 3-bromo-4-iodo-1-(tetrahydro-2H-pyran-2-yl)-1H-pyrazole